(S)-2-amino-3-(4-(1-methyl-1H-indol-3-yl)phenyl)propanoic acid N[C@H](C(=O)O)CC1=CC=C(C=C1)C1=CN(C2=CC=CC=C12)C